(R)-1-(2-chloro-5-fluoropyridin-3-yl)ethyl (1-methyl-4-(5-(2-(trifluoromethyl) pyrimidine-5-carboxamido) pyridin-2-yl)-1H-1,2,3-triazol-5-yl)carbamate CN1N=NC(=C1NC(O[C@H](C)C=1C(=NC=C(C1)F)Cl)=O)C1=NC=C(C=C1)NC(=O)C=1C=NC(=NC1)C(F)(F)F